ethyl 2-(3-bromo-1H-pyrazol-1-yl)-2-methylpropanoate BrC1=NN(C=C1)C(C(=O)OCC)(C)C